N-(2-hydroxyethyl)-N,N-dimethyl-6-oxohexan-1-aminium iodide [I-].OCC[N+](CCCCCC=O)(C)C